2-(2,6-dioxopiperidin-3-yl)-4-(((1r,3r)-3-(3-(methylamino)propoxy)cyclobutyl)amino)isoindoline-1,3-dione O=C1NC(CCC1N1C(C2=CC=CC(=C2C1=O)NC1CC(C1)OCCCNC)=O)=O